NC1=CC=C(C(=C1C1=CC(N2C(CC[C@@H]2C1)C(=O)OCC(=O)C1=C(C(=NC=C1)NC(C)=O)Cl)=O)F)Cl 2-(2-acetamido-3-chloropyridin-4-yl)-2-oxoethyl (8aR)-7-(6-amino-3-chloro-2-fluorophenyl)-5-oxo-1,2,3,5,8,8a-hexahydroindolizine-3-carboxylate